4-(4-(4-(Aminomethyl)-2-fluorophenoxy)-1H-pyrrolo[2,3-b]pyridin-3-yl)-N-benzylpyridin-2-amin NCC1=CC(=C(OC2=C3C(=NC=C2)NC=C3C3=CC(=NC=C3)NCC3=CC=CC=C3)C=C1)F